N-caproyl-aspartic acid C(CCCCC)(=O)N[C@@H](CC(=O)O)C(=O)O